2-(trifluoromethyl)-1-(4-(trifluoromethyl)phenyl)-3H-cyclopenta[c]quinolin-3-one FC(C1=C(C2=C(C=NC=3C=CC=CC23)C1=O)C1=CC=C(C=C1)C(F)(F)F)(F)F